C(C)(C)(C)NS(=O)(=O)C1=CC=C(C=C1)C1(C(N(C2=CC=CC=C12)C1=CC=CC2=CC(=CC=C12)F)=O)O N-tert-butyl-4-[1-(6-fluoro-1-naphthyl)-3-hydroxy-2-oxo-indolin-3-yl]benzenesulfonamide